[4-({[4-(phenylmethoxy)phenyl]amino}carbonyl)-1,5-dimethyl-1H-pyrrol-2-yl]-5-cyano-4-methoxybenzoic acid C1(=CC=CC=C1)COC1=CC=C(C=C1)NC(=O)C=1C=C(N(C1C)C)C1=C(C(=O)O)C=C(C(=C1)OC)C#N